C(C)(=O)N1[C@H]2C[C@@H]([C@@H](C1)C2)C2=CC=C(C=C2)C2=CC(=CC1=CC(=CC=C21)C2=CC=C(C=C2)C(F)(F)F)C(=O)O |r| rac-4-(4-((1S,4S,5S)-2-Acetyl-2-azabicyclo[2.2.1]heptan-5-yl)phenyl)-7-(4-(trifluoromethyl)phenyl)-2-naphthoic acid